N=1C=NN2C1C=CC(=C2)C=2C=C(C=CC2)C2N(OCC2)C2=CC(=NC=N2)NC=2C(=CC(=C(C2)NC(C=C)=O)N(C)CCN(C)C)OC N-(5-((6-(3-(3-([1,2,4]triazolo-[1,5-a]pyridin-6-yl)phenyl)isoxazolidin-2-yl)pyrimidin-4-yl)amino)-2-((2-(dimethyl-amino)ethyl)-(methyl)amino)-4-methoxyphenyl)acrylamide